FCCCCCC(=O)NCCCC(CC)O 6-fluoro-N-(4-hydroxyhexyl)hexanamide